bis(diphenylamino)phosphoryl chloride C1(=CC=CC=C1)N(P(=O)(N(C1=CC=CC=C1)C1=CC=CC=C1)Cl)C1=CC=CC=C1